C(C1=CC=CC=C1)OC=1C(=NC=CC1)O[C@@H]1CN(CC1)C(=O)OC(C)(C)C tert-butyl (S)-3-((3-(benzyloxy)pyridin-2-yl)oxy)pyrrolidine-1-carboxylate